N-(dihydro-oxazolyl-phenyl)-sulfonamide O1C(NC=C1)C1=C(C=CC=C1)NS(=O)=O